1-(5-butylnonyl) 19-heptyl 9-aminononadecanedioate NC(CCCCCCCC(=O)OCCCCC(CCCC)CCCC)CCCCCCCCCC(=O)OCCCCCCC